N(=[N+]=[N-])CCCCCCOC(C(C=O)O)OC(CO)C=O 3-((6-azidohexyl)oxy)-2-hydroxy-3-((1-hydroxy-3-oxopropan-2-yl)oxy)propanal